CC1(OCC(CO1)(C)C)CCC[C@@H](CCC[C@@H](CCCC(C)C)C)C 2,5,5-trimethyl-2-((4R,8R)-4,8,12-trimethyltridecyl)-1,3-dioxane